tert-butyl 3-methyl-6-(2-methyl-2,3-dihydrobenzofuran-5-yl)-3,4-dihydropyridine-1(2H)-carboxylate CC1CN(C(=CC1)C=1C=CC2=C(CC(O2)C)C1)C(=O)OC(C)(C)C